(2-bromo-4-chloro-phenyl)methoxy-tert-butyl-dimethyl-silane BrC1=C(C=CC(=C1)Cl)CO[Si](C)(C)C(C)(C)C